S1C(=NC=C1)N1CC(NC2=C(C1)C=CC=C2)=O 4-(1,3-thiazol-2-yl)-1,3,4,5-tetrahydro-2H-1,4-benzodiazepin-2-one